C(C1=CC=CC=C1)N([C@@H]1C[C@H]2N(CC1)C(OC2)=O)CC2=CC=CC=C2 (7S,8aR)-7-(dibenzylamino)-1,5,6,7,8,8a-hexahydrooxazolo[3,4-a]pyridin-3-one